methyl 3-(2,6-dioxocyclohexyl)propanoate O=C1C(C(CCC1)=O)CCC(=O)OC